1-(4-cyanophenyl)-3-(6-methoxyimidazo[1,5-a]pyridin-5-yl)urea C(#N)C1=CC=C(C=C1)NC(=O)NC1=C(C=CC=2N1C=NC2)OC